FC(C=1C=C(C=C(C1)C(F)(F)F)C1=CC=2C(N(C(C3=CC(=C4C(C23)=C1OC1=CC=CC=C14)C1=CC(=CC(=C1)C(F)(F)F)C(F)(F)F)=O)C1=CC=C(C=C1)CC(=O)OC=1C=C(C(=C(C1)C1=CC=CC=C1)C=O)C1=CC=CC=C1)=O)(F)F 2'-Formyl-[1,1':3',1''-terphenyl]-5'-yl 2-(4-(5,11-bis(3,5-bis(trifluoromethyl)phenyl)-1,3-dioxo-1H-xantheno[2,1,9-def]isoquinolin-2(3H)-yl)phenyl)acetate